FC(C=1C=C(C=CC1)NC(C(C(=O)NC1=CC(=CC=C1)C(F)(F)F)(Cl)Cl)=O)(F)F N,N'-bis(m-trifluoromethylphenyl)α,α-dichloromalonamide